C1(=CC=CC=2C3=CC=CC=C3NC12)C1=CC(=CC(=C1)C1=CC=CC=2C3=CC=CC=C3NC12)C1=CC=CC=2C3=CC=CC=C3NC12 1,3,5-tricarbazolyl-benzene